4-(4-(4'-chloro-5'-oxo-5'H-spiro[cyclohexane-1,7'-indolo[1,2-a]quinazolin]-10'-yl)piperazin-1-yl)cyclohexane-1-carboxylic acid ClC=1C=2C(N=C3N(C2C=CC1)C1=CC(=CC=C1C31CCCCC1)N1CCN(CC1)C1CCC(CC1)C(=O)O)=O